N-([2,4'-bipyridyl]-4-yl)-5-cyano-2-fluorobenzamide N1=C(C=C(C=C1)NC(C1=C(C=CC(=C1)C#N)F)=O)C1=CC=NC=C1